CN1C(=NC(=C1)C(F)(F)F)C1=CC=C(CNC=2C3=C(N=C(N2)C2=C(C(=CC(=C2)F)F)F)CCC3)C=C1 N-(4-(1-methyl-4-(trifluoromethyl)-1H-imidazol-2-yl)benzyl)-2-(2,3,5-trifluorophenyl)-6,7-dihydro-5H-cyclopenta[d]pyrimidin-4-amine